OC(CCCCCCC(=O)OCC(CCCCCCCCCCCC)CCCCCCCCCCCC)CCCCCCC 2-Dodecyltetradecyl 8-Hydroxypentadecanoate